CC1=NC(=CC=C1C1=CC=C(C=C1)C1=C2C=CC=CC2=C(C2=CC=CC=C12)C=1C=C(C=CC1)P(C(C)C)(C(C)C)=O)C (3-(10-(4-(2,6-Dimethylpyridin-3-yl)phenyl)anthracene-9-yl)phenyl)diisopropylphosphine oxide